(1-(4-(Naphthalen-2-yl)pyrimidin-2-yl)piperidin-4-yl)methanamine C1=C(C=CC2=CC=CC=C12)C1=NC(=NC=C1)N1CCC(CC1)CN